bis(2,3,5,6-tetrabromo-4-(vinylthio) phenyl) sulfide BrC1=C(C(=C(C(=C1Br)SC=C)Br)Br)SC1=C(C(=C(C(=C1Br)Br)SC=C)Br)Br